8-Ethoxy-N-(6-methoxypyridin-2-yl)-2-(tetrahydro-2H-pyran-3-yl)imidazo[1,2-a]pyridine-6-carboxamide C(C)OC=1C=2N(C=C(C1)C(=O)NC1=NC(=CC=C1)OC)C=C(N2)C2COCCC2